2-(1,3-dioxoinden-2-yl)quinoline O=C1C(C(C2=CC=CC=C12)=O)C1=NC2=CC=CC=C2C=C1